methylol-2,4,6-triamino-1,3,5-triazine C(O)N1C(N=C(N=C1N)N)N